1-[7-(3,6-diazabicyclo[3.1.1]hept-3-yl)imidazo[1,2-a]pyridin-3-yl]hexahydropyrimidine-2,4-dione C12CN(CC(N1)C2)C2=CC=1N(C=C2)C(=CN1)N1C(NC(CC1)=O)=O